2,5-Diaminothiophenium NC=1[SH+]C(=CC1)N